(1E)-5-hydroxy-2-nitro-benzaldehyde hydrazone OC=1C=CC(=C(C=NN)C1)[N+](=O)[O-]